O.Cl.Cl.Cl tri-hydrochloride monohydrate